tert-butyl N-(2-bromo-4-morpholino-phenyl)carbamate BrC1=C(C=CC(=C1)N1CCOCC1)NC(OC(C)(C)C)=O